NCCCC#CC1=CC2=C(N(C(N2C)=O)C2C(NC(CC2)=O)=O)C=C1 3-[5-(5-aminopent-1-ynyl)-3-methyl-2-oxo-benzimidazol-1-yl]piperidine-2,6-dione